N-(5,6-dimethoxybenzoxazol-2-yl)-2-[4-(ethylsulfonyl)phenyl]acetamide COC=1C(=CC2=C(N=C(O2)NC(CC2=CC=C(C=C2)S(=O)(=O)CC)=O)C1)OC